O(C1=CC=CC=C1)CCOC(CCCCCCC)=O PHENOXYETHYLCAPRYLATE